ClC1=C(C(=O)O)C(=CC=C1)SC1=NC(=CC(=N1)OC)OC 2-chloro-6-(4,6-dimethoxypyrimidin-2-ylthio)benzoic acid